5-methyl-N-(2-methyl-5-(3-morpholino-5-(trifluoromethyl)benzamido)phenyl)isoxazole-3-carboxamide CC1=CC(=NO1)C(=O)NC1=C(C=CC(=C1)NC(C1=CC(=CC(=C1)C(F)(F)F)N1CCOCC1)=O)C